2-chloro-N-(2-(6-(cyclopropanesulfonylamino)pyrazin-2-yl)propan-2-yl)acetamide ClCC(=O)NC(C)(C)C1=NC(=CN=C1)NS(=O)(=O)C1CC1